8-(difluoromethoxy)-N-(6-(difluoromethyl)pyridin-2-yl)-2-(1-methyl-2-oxabicyclo[2.2.1]heptan-4-yl)imidazo[1,2-a]pyridine-6-carboxamide FC(OC=1C=2N(C=C(C1)C(=O)NC1=NC(=CC=C1)C(F)F)C=C(N2)C21COC(CC2)(C1)C)F